C(C)(C)(C)C(C(=O)O)(C(=O)O)CC.C(=C)N1OC=C(C1)C=C 2,4-divinyl-isooxazole tert.Butyl-ethyl-malonate